C(COCCOCCOCCOCCCC)(=O)O 3,6,9,12-tetraoxahexadecan-1-oic acid